C(#N)C1=CNC2=C(C=CC(=C12)C)NS(=O)(=O)C=1C=NN(C1)C1(COC1)C N-(3-cyano-4-methyl-1H-indol-7-yl)-1-(3-methyloxetan-3-yl)pyrazole-4-sulfonamide